7-phenyl-5-(1H-pyrrolo[2,3-b]pyridin-4-yl)-1H-indazol-3-amine C1(=CC=CC=C1)C=1C=C(C=C2C(=NNC12)N)C1=C2C(=NC=C1)NC=C2